(R)-3-(3-cyano-6-methyl-4-(trifluoromethyl)pyridin-2-yl)-N-methyl-N-(m-tolyl)thiaolidine-4-carboxamide C(#N)C=1C(=NC(=CC1C(F)(F)F)C)[C@@H]1CSCC1C(=O)N(C=1C=C(C=CC1)C)C